N-[2-(2,4-dichlorophenyl)-2-fluoro-ethyl]-3-methyl-5-phenoxy-pyridazine-4-carboxamide ClC1=C(C=CC(=C1)Cl)C(CNC(=O)C1=C(N=NC=C1OC1=CC=CC=C1)C)F